ClC=1C(=NC(=NC1)C=O)C(F)(F)F 5-chloro-4-(trifluoromethyl)pyrimidine-2-carbaldehyde